tert-butyl (2-((5-fluoro-3-((2R,4S)-4-fluoro-1-(3-nitropyrazolo[1,5-a]pyrimidin-5-yl)pyrrolidin-2-yl)pyridin-2-yl)oxy)ethyl)(methyl)carbamate FC=1C=C(C(=NC1)OCCN(C(OC(C)(C)C)=O)C)[C@@H]1N(C[C@H](C1)F)C1=NC=2N(C=C1)N=CC2[N+](=O)[O-]